1-(5-bromo-1-((3-(cyclobutylmethoxy)phenyl)sulfonyl)-1H-pyrrol-3-yl)-N-methyl-methylamine BrC1=CC(=CN1S(=O)(=O)C1=CC(=CC=C1)OCC1CCC1)CNC